2-(4-((4-(cyclopentylamino)-5-(trifluoromethyl)-7H-pyrrolo[2,3-d]pyrimidin-2-yl)amino)-3-methoxyphenyl)-1,2-thiazinane 1,1-dioxide C1(CCCC1)NC=1C2=C(N=C(N1)NC1=C(C=C(C=C1)N1S(CCCC1)(=O)=O)OC)NC=C2C(F)(F)F